chloro-2,6-difluoro-N-(6-fluoro-2-pyridyl)-4-[3-methyl-3-[1-methyl-2-piperidyl]pyrrolidin-1-yl]benzenesulfonamide ClC=1C(=C(C(=CC1N1CC(CC1)(C1N(CCCC1)C)C)F)S(=O)(=O)NC1=NC(=CC=C1)F)F